((2R,3S,4R,5R)-5-(4-aminopyrrolo[2,1-f][1,2,4]triazin-7-yl)-5-cyano-3,4-dihydroxytetrahydrofuran-2-yl)methyl (1-methylcyclohexyl) carbonate C(OC[C@H]1O[C@@]([C@@H]([C@@H]1O)O)(C#N)C1=CC=C2C(=NC=NN21)N)(OC2(CCCCC2)C)=O